N-methyl-2,4-difluorobenzamide CNC(C1=C(C=C(C=C1)F)F)=O